FC1=CC=C2C(=CNC2=C1)CC(C)N 1-(6-fluoro-1H-indol-3-yl)propan-2-amine